C(#N)C=1C=C(C=CC1)C1=NN(C(C2=C1NN=C2)=O)CC(=O)N(CC)C2=CC1=C(OC(O1)(F)F)C=C2 2-(7-(3-cyanophenyl)-4-oxo-1,4-dihydro-5H-pyrazolo[3,4-d]pyridazin-5-yl)-N-(2,2-difluorobenzo[d][1,3]dioxol-5-yl)-N-ethylacetamide